(2S)-N-{4-[4-(2,2-Difluoroethoxy)-7-(pyridin-2-yl)-5H-pyrrolo[3,2-d]pyrimidin-6-yl]pyridin-2-yl}-4,4-difluoro-2-(4-fluorophenyl)butanamid FC(COC=1C2=C(N=CN1)C(=C(N2)C2=CC(=NC=C2)NC([C@@H](CC(F)F)C2=CC=C(C=C2)F)=O)C2=NC=CC=C2)F